4-(pyridine-2-oxy)piperidine-1-carboxylic acid tert-butyl ester C(C)(C)(C)OC(=O)N1CCC(CC1)OC1=NC=CC=C1